C1=C2C=C3N(C2=CC=C1)CC=CC=C3 6H-azepino[1,2-a]indole